4-((7-(isopentylamino)-2-(4-methoxyphenyl)-1H-indol-5-yl)methyl)thiomorpholine 1,1-dioxide C(CC(C)C)NC=1C=C(C=C2C=C(NC12)C1=CC=C(C=C1)OC)CN1CCS(CC1)(=O)=O